C1=C(C=CC2=CC=CC=C12)S(=O)(=O)N1C2CNC(C1)C2 2-(naphthalen-2-ylsulfonyl)-2,5-diazabicyclo[2.2.1]heptane